N[C@H](C(=O)NCCNC(C1=C(C=C(C=C1)NC=1C=2N(C=CN1)C(=CN2)C=2C(=NNC2)C(F)(F)F)CC)=O)CCCCN N-[2-[[(2S)-2,6-diaminohexanoyl]amino]ethyl]-2-ethyl-4-[[3-[3-(trifluoromethyl)-1H-pyrazol-4-yl]imidazo[1,2-a]pyrazin-8-yl]amino]benzamide